CC1=CC(=NC=C1)NC1=NC=NC(=C1)N N4-(4-methylpyridin-2-yl)pyrimidine-4,6-diamine